(2-bromo-5-(4-methyl-1H-1,2,3-triazol-1-yl)phenyl)methanol BrC1=C(C=C(C=C1)N1N=NC(=C1)C)CO